ClC1=C(C(=O)O)C=CC=C1.C(CCC)C=1C=C(C=CC1OC1=CC=C(C=C1)N1C(C=CC1=O)=O)C(C)(C)C1=CC(=C(C=C1)OC1=CC=C(C=C1)N1C(C=CC1=O)=O)CCCC 2,2-bis(3-butyl-4-(4-maleimidophenoxy)phenyl)propane 2-chlorobenzoate